ClC1=C(C=CC=C1Cl)N1CCN(C2(CC2)C1)CC[C@@H]1CC[C@H](CC1)NC(N(C)CC)=O 3-(trans-4-(2-(7-(2,3-dichlorophenyl)-4,7-diazaspiro[2.5]oct-4-yl)ethyl)cyclohexyl)-1-ethyl-1-methylurea